3H-imidazo[4,5-b]pyridine-5-carboxylic acid methyl ester COC(=O)C1=CC=C2C(=N1)NC=N2